CCCCCCCC/C=C\\CCCCCCCC(=O)OC[C@H](COP(=O)(O)OC[C@@H](C(=O)O)N)OC(=O)CCCCCCC/C=C\\CCCCCCCC The molecule is a 3-sn-phosphatidyl L-serine in which the phosphatidyl acyl groups are both oleoyl. It has a role as a mouse metabolite. It derives from an oleic acid. It is a conjugate acid of a 1,2-dioleoyl-sn-glycero-3-phospho-L-serine(1-).